NC=1C=2N(C=C(N1)C)C(=NC2C2(CC(=NC=C2)NC([C@H](O)C2=CC(=CC=C2)F)=O)C)C([2H])([2H])[2H] (R)-N-[4-[8-amino-6-methyl-3-(trideuteriomethyl)imidazo[1,5-a]pyrazin-1-yl]-4-methyl-2-pyridyl]-2-(3-fluorophenyl)-2-hydroxy-acetamide